5-methyl-2-(2'-chloro-6'-fluoroanilino)phenylacetic acid CC=1C=CC(=C(C1)CC(=O)O)NC1=C(C=CC=C1F)Cl